N1CCC(CC1)CCS(=O)(=O)O 2-(Piperidin-4-yl)ethane-1-sulfonic acid